ClC=1C(=C(C(=C(C1)C(C)N1N=C(C=2C1=NC=NC2)C)OC)C2CN(C2)C(CC)=O)C 1-{1-[5-Chloro-2-methoxy-4-methyl-3-(1-propionylazetidin-3-yl)phenyl]ethyl}-3-methyl-1H-pyrazolo[3,4-d]pyrimidin